BrC1=CC2=C(NC(C3N(C2=O)CCN(C3)C(COC3=C(C(=C(C#N)C(=C3)C)C)C)=O)=O)C=C1 4-(2-(8-bromo-6,12-dioxo-3,4,6,11,12,12a-hexahydrobenzo[e]pyrazino[1,2-a][1,4]diazepin-2(1H)-yl)-2-oxoethoxy)-2,3,6-trimethylbenzonitrile